2,7-dichloro-4-(2-oxo-1,3,7-triazaspiro[4.5]decan-7-yl)pyridopyrimidine ClC1=NC2=C(C(=N1)N1CC3(CNC(N3)=O)CCC1)N=CC(=C2)Cl